CCCCCCCCCCCCCCCCCCCCCCO The molecule is a long-chain primary fatty alcohol that is docosane substituted by a hydroxy group at position 1. It has a role as an antiviral agent. It is a long-chain primary fatty alcohol and a fatty alcohol 22:0. It derives from a hydride of a docosane.